tetrahydro-1,7-naphthyridine-3-carbonitrile N1CC(CC2=CC=NC=C12)C#N